C1(CC1)C1=C(C(=NO1)C1=C(C=CC=C1Cl)Cl)CO[C@H]1[C@@H]2CN([C@H](C1)C2)C=2C=C1CC[C@H](CC1=CC2)C(=O)O (2R)-6-[(1S,4S,5R)-5-[[5-cyclopropyl-3-(2,6-dichlorophenyl)-1,2-oxazol-4-yl]methoxy]-2-azabicyclo[2.2.1]heptan-2-yl]-1,2,3,4-tetrahydronaphthalene-2-carboxylic acid